Cl.CC1(NC2=CC=C(C=C2C1)C1=C(C2=C(CCC1)C=C(C=C2)C(=O)O)C2=CC=C(C=C2)O[C@@H]2CN(CC2)CCCF)C 6-(2,2-dimethyl-indolin-5-yl)-5-[4-[(3S)-1-(3-fluoropropyl)pyrrolidin-3-yl]oxyphenyl]-8,9-dihydro-7H-benzo[7]annulene-2-carboxylic acid hydrochloride